N(=[N+]=[N-])CC(=O)N[C@@H]1C(O[C@@H]([C@H]([C@@H]1O)O)CO)O 2-azido-N-((3S,4R,5S,6R)-2,4,5-trihydroxy-6-(hydroxymethyl)tetrahydro-2H-pyran-3-yl)acetamide